(11R)-5,11,26-trimethyl-23-oxo-4,5,13,20,22,27-hexazapentacyclo-[22.3.1.02,6.013,21.014,19]octacosa-1(27),2(6),3,14(19),15,17,20,24(28),25-nonaene CN1N=CC=2C3=NC(=CC(C(NC4=NC=5C=CC=CC5N4C[C@@H](CCCCC12)C)=O)=C3)C